C(=O)(O)[C@H](O)[C@@H](O)C(=O)O.N1=CC=CC(=C1)C1N(C)CCC1 nicotine L-tartrate salt